2-(2-((6-(3-(((tert-butoxycarbonyl)amino)methyl)phenyl)-1H-indazol-1-yl)methyl)phenyl)acetic acid C(C)(C)(C)OC(=O)NCC=1C=C(C=CC1)C1=CC=C2C=NN(C2=C1)CC1=C(C=CC=C1)CC(=O)O